N1CC(C1)N1N=C(C(=C1)C=1C=C2C(=NC1)N(C=C2C2=CC(=CC=C2)F)S(=O)(=O)C2=CC=C(C)C=C2)OC 5-(1-(azetidin-3-yl)-3-methoxy-1H-pyrazol-4-yl)-3-(3-fluorophenyl)-1-tosyl-1H-pyrrolo[2,3-b]pyridine